6-(3-(dimethylamino)phenyl)-N-(1-methyl-3-(pyridin-2-yl)-1H-pyrazol-4-yl)picolinamide CN(C=1C=C(C=CC1)C1=CC=CC(=N1)C(=O)NC=1C(=NN(C1)C)C1=NC=CC=C1)C